N,N,N',N'-tetra-1-naphthalenyl[1,1'-biphenyl]-4,4'-diamine C1(=CC=CC2=CC=CC=C12)N(C1=CC=C(C=C1)C1=CC=C(C=C1)N(C1=CC=CC2=CC=CC=C12)C1=CC=CC2=CC=CC=C12)C1=CC=CC2=CC=CC=C12